6-Chloro-N-methyl-5-[4-[[3-oxo-2-(trifluoromethyl)-4H-quinoxalin-6-yl]methyl]piperazin-1-yl]pyridine-2-carboxamide ClC1=C(C=CC(=N1)C(=O)NC)N1CCN(CC1)CC=1C=C2NC(C(=NC2=CC1)C(F)(F)F)=O